4-(6-chloro-4-{3,8-diazabicyclo[3.2.1]oct-3-yl}-8-fluoro-2-{[(2s,4r)-4-methoxy-1-methylpyrrolidin-2-yl]methoxy}quinazolin-7-yl)naphthalen-2-ol ClC=1C=C2C(=NC(=NC2=C(C1C1=CC(=CC2=CC=CC=C12)O)F)OC[C@H]1N(C[C@@H](C1)OC)C)N1CC2CCC(C1)N2